C(C)OP(=O)(OCC)C(C(=O)OC(C)(C)C)CC1=NOC(=C1)CCCCCCCC tert-butyl 2-(diethoxyphosphoryl)-3-(5-octylisoxazol-3-yl)propanoate